C(C1CO1)N(C=1C=C(C=CC1)OCC1CO1)CC1CO1 N,N,O-triglycidyl-3-aminophenol